α-2-aziridinylpropionate N1C(C1)C(C(=O)[O-])C